C(=O)O.N[C@H]1C[C@H](CC1)NC=1C=2N(N=CC1C(=NC1=C(C=CC(=C1)F)Cl)N)C=C(C2)C2=C(C=C(C(=C2)F)O)C 4-[[cis-3-aminocyclopentyl]amino]-N'-(2-chloro-5-fluoro-phenyl)-6-(5-fluoro-4-hydroxy-2-methyl-phenyl)pyrrolo[1,2-b]pyridazine-3-carboxamidine formic acid salt